(3R)-3-[(1S)-1-[(2-bromo-5-iodo-phenyl)methyl]-2-tert-butoxy-2-oxoethyl]pyrrolidine-1-carboxylic acid tert-butyl ester C(C)(C)(C)OC(=O)N1C[C@H](CC1)[C@@H](C(=O)OC(C)(C)C)CC1=C(C=CC(=C1)I)Br